tris-(trimethylsilane) boronate B(O)O.C[SiH](C)C.C[SiH](C)C.C[SiH](C)C